C(C)(C)(C)OC(=O)N1[C@@H](COCC1)C=1C=C(C=C2CCN(CC12)C(=O)C1CC2CCC(C1)O2)Cl (3R)-3-[2-(8-oxabicyclo[3.2.1]octane-3-carbonyl)-6-chloro-1,2,3,4-tetrahydroisoquinolin-8-yl]morpholine-4-carboxylic acid tert-butyl ester